C(CCC)PC1=C(C=CC=C1)C1=C(C=C(C=C1C(C)C)C(C)C)C(C)C butylphosphino-2',4',6'-triisopropylbiphenyl